C(C)(C)(C)OC(=O)N1CC(C(C1)O)N 3-Amino-4-hydroxypyrrolidine-1-carboxylic acid tert-butyl ester